C(=O)(OC(C)(C)C)N1CC2(C1)CCC(CC2)O 2-Boc-7-hydroxy-2-azaspiro[3.5]nonane